(R)-N-((R)-(3-chloro-4-fluorophenyl)(6-(trifluoromethyl)pyridin-2-yl)methyl)-2-methylpropane-2-sulfinamide ClC=1C=C(C=CC1F)[C@@H](N[S@](=O)C(C)(C)C)C1=NC(=CC=C1)C(F)(F)F